tert-butyl 4-(4-((6-cyclopropylpyridin-3-yl)amino)-5-(methylcarbamoyl)pyrimidin-2-yl)-3-methylpiperazine-1-carboxylate C1(CC1)C1=CC=C(C=N1)NC1=NC(=NC=C1C(NC)=O)N1C(CN(CC1)C(=O)OC(C)(C)C)C